6-oxabicyclo[3.1.0]hexane-3-yl-methanol C12CC(CC2O1)CO